[N-(4-amino-5-benzoyl-thiazol-2-yl)-4-(difluoromethoxy)-2-fluoro-anilino]propanamide NC=1N=C(SC1C(C1=CC=CC=C1)=O)N(C1=C(C=C(C=C1)OC(F)F)F)C(C(=O)N)C